BrC1=C(C2=C(N(N=N2)CCCCCO)C=C1)C 5-(5-bromo-4-methyl-1H-benzotriazol-1-yl)pentan-1-ol